C(#N)C1=CC=2C(=CN=CC2C2=C(C=C(C=C2)NC(=O)NC)C=2C(=NN(C2)CC)C(F)(F)F)S1 1-(4-(2-cyanothieno[2,3-c]pyridin-4-yl)-3-(1-ethyl-3-(trifluoromethyl)-1H-pyrazol-4-yl)phenyl)-3-methylurea